CC1=CC2=C(OC3(C=NS2(=O)=O)CCOCC3)N=C1OCCN1CCCCC1 8'-methyl-1',1'-dioxido-7'-(2-(piperidin-1-yl)ethoxy)-2,3,5,6-tetrahydrospiro[pyran-4,4'-pyrido[2,3-b][1,4,5]oxathiazepin]